(3,3-difluoro-dihydro-1'H,3'H-spiro[cyclobutane-1,2'-pyrrolizine]-7a'(5'H)-yl)methanol FC1(CC2(CC3(CCCN3C2)CO)C1)F